(S)-(1-(tert-butoxycarbonyl)pyrrolidin-2-yl)methyl 5-(1-(2-amino-2-oxoethyl)piperidin-4-yl)-2-(7,8-dimethyl-[1,2,4]triazolo[1,5-a]pyridin-6-yl)-3-isopropyl-1H-indole-1-carboxylate NC(CN1CCC(CC1)C=1C=C2C(=C(N(C2=CC1)C(=O)OC[C@H]1N(CCC1)C(=O)OC(C)(C)C)C=1C(=C(C=2N(C1)N=CN2)C)C)C(C)C)=O